8-bromo-3-nitroimidazo[1,2-a]pyridine-2-carboxylic acid ethyl ester C(C)OC(=O)C=1N=C2N(C=CC=C2Br)C1[N+](=O)[O-]